Ethyl 2-{[(1,2,3,5,6,7-hexa-hydro-s-indacen-4-yl)-carbamoyl]oxy}-3-methoxy-propanoate C1CCC2=C(C=3CCCC3C=C12)NC(=O)OC(C(=O)OCC)COC